7-morpholino-N-[(E)-m-tolylmethyleneamino]-2-(4-pyridyl)thiazolo[4,5-d]pyrimidin-5-amine O1CCN(CC1)C=1C2=C(N=C(N1)N/N=C/C=1C=C(C=CC1)C)N=C(S2)C2=CC=NC=C2